COC1=CC2=C(NC(OC2=O)=O)C=C1 6-methoxy-2H-benzo[d][1,3]oxazine-2,4(1H)-dione